ClC=1N=CC2=C(N1)N(C=C2Cl)CCCOC2=NN(C(=C2N)C)C2CCOCC2 3-(3-(2,5-dichloro-7H-pyrrolo[2,3-d]pyrimidin-7-yl)propoxy)-5-methyl-1-(tetrahydro-2H-pyran-4-yl)-1H-pyrazol-4-amine